C1(=CC=C(C=C1)C(=O)OC1=CC=CC2=CC=CC(=C12)OC(C=CC1=CC=CC=C1)=O)C1=CC=CC=C1 8-(cinnamoyloxy)naphthalen-1-yl [1,1'-biphenyl]-4-carboxylate